CSC=1N=CC=2N=C(N=C(C2N1)O)O methylthiopyrimido[5,4-D]pyrimidine-2,4-diol